C(C)OC(=O)C=1N=CC=2CN(CCC2C1)C1=CC(=NC(=C1)N1CC(CC1)C)F 7-(2-fluoro-6-(3-methylpyrrolidin-1-yl)pyridin-4-yl)-5,6,7,8-tetrahydro-2,7-naphthyridine-3-carboxylic acid ethyl ester